[7-Chloro-3-ethyl-6-(1H-tetrazol-5-yl)-imidazo[1,2-a]pyridin-2-yl]-bis-(2-fluorophenyl)-methanol ClC1=CC=2N(C=C1C1=NN=NN1)C(=C(N2)C(O)(C2=C(C=CC=C2)F)C2=C(C=CC=C2)F)CC